di-tert-butyl-2,2'-bipyridine C(C)(C)(C)C1=C(C(=NC=C1)C1=NC=CC=C1)C(C)(C)C